N'-hydroxy-6-(trifluoromethyl)pyridine-3-carboximidamide ON=C(N)C=1C=NC(=CC1)C(F)(F)F